1-cyclobutyl-4-((3-phenylisoxazol-5-yl)methyl)piperazine-2,3-dione C1(CCC1)N1C(C(N(CC1)CC1=CC(=NO1)C1=CC=CC=C1)=O)=O